FC1(CCN(CC1)C(=O)OC(C)(C)C)COS(=O)(=O)C(F)(F)F tert-butyl 4-fluoro-4-((((trifluoromethyl)sulfonyl)oxy)methyl)piperidine-1-carboxylate